4-acetamido-benzoic acid C(C)(=O)NC1=CC=C(C(=O)O)C=C1